C(CCCCCCCCCCCCCCC(C)C)(=O)OCC(C)OC(CCCCCCCCCCCCCCC(C)C)=O propylene glycol diisostearate